CN1N=C2C=CC(=C(C2=C1)C)C1=CC=C(CN2C(C3=NC=CC=C3C2=O)([2H])[2H])C=C1 6-(4-(2,4-dimethyl-2H-indazol-5-yl)benzyl)-6,7-dihydro-5H-pyrrolo[3,4-b]pyridin-5-one-7,7-d2